C1(CC1)N1C=C(C(C2=CC(=C(C(=C12)Cl)N1CC(CC1)N1CCN(CC1)C)F)=O)C(=O)O 1-cyclopropyl-8-chloro-6-fluoro-1,4-dihydro-7-(3-(N-methylpiperazino)pyrrolidinyl)-4-oxo-3-quinolinecarboxylic acid